OCC1=CC2=NC=CC(=C2S1)C1=CC=CC=2OCCN(C21)[C@@H]2CN(CC2)C(=O)OC(C)(C)C (S)-tert-butyl 3-(5-(2-(hydroxymethyl)thieno[3,2-b]pyridin-7-yl)-2H-benzo[b][1,4]oxazin-4(3H)-yl)pyrrolidine-1-carboxylate